tertiary butyl-benzenediol C(C)(C)(C)C1=C(C(=CC=C1)O)O